tert-butyl 8-(3-(2,6-bis(benzyloxy)pyridin-3-yl)-1-methyl-1H-indazol-7-yl)-2,8-diazaspiro[5.5]undecane-2-carboxylate C(C1=CC=CC=C1)OC1=NC(=CC=C1C1=NN(C2=C(C=CC=C12)N1CC2(CCCN(C2)C(=O)OC(C)(C)C)CCC1)C)OCC1=CC=CC=C1